FC([C@]12N(C(OC2C1)=C=O)C=1N=C2N(CCOC3=C2C=CC(=C3)N[C@H](C(=O)N)C)C1)F (2S)-2-((2-((5S)-5-(difluoromethyl)-3-carbonyl-2-oxa-4-azabicyclo[3.1.0]hexan-4-yl)-5,6-dihydrobenzo[f]imidazo[1,2-d][1,4]oxazepin-9-yl)amino)propanamide